1-(5-fluoro-4-((1R,2R)-6-hydroxy-2-phenyl-1,2,3,4-tetrahydronaphthalen-1-yl)-2-methoxyphenyl)piperidine-4-carbaldehyde FC=1C(=CC(=C(C1)N1CCC(CC1)C=O)OC)[C@@H]1[C@@H](CCC2=CC(=CC=C12)O)C1=CC=CC=C1